FC1=CC2=C(N(C(=N2)NC=2OC3=C(N2)C=C(C=C3)CN3CCCC3)C)C=C1 N-(5-fluoro-1-methyl-1H-benzo[d]imidazol-2-yl)-5-(pyrrolidin-1-ylmethyl)benzo[d]oxazol-2-amine